BrC1=C(N(C2=C1N=C(S2)C2CCC1(OCCO1)CC2)C(=O)OC(C)(C)C)C=2C=C(C=1N(C2)N=CN1)OC tert-butyl 6-bromo-5-(8-methoxy-[1,2,4]triazolo[1,5-a]pyridin-6-yl)-2-(1,4-dioxaspiro[4.5]dec-8-yl)-4H-pyrrolo[3,2-d]thiazole-4-carboxylate